BrCCOCC(=O)OC(C)(C)C tert-butyl 2-(2-bromoethoxy)acetate